ClC1=C(C=C(C=C1)F)C1NC(C=2C1=C(C=C1C(=NNC21)C#N)C2=C(C(=O)N)C=C(C=C2)F)=O (6-(2-chloro-5-fluorophenyl)-3-cyano-8-oxo-1,6,7,8-tetrahydropyrrolo[3,4-g]indazol-5-yl)-5-fluorobenzamide